N-(oxetan-3-ylmethyl)-N-phenylpiperidin-4-amine trifluoroacetate FC(C(=O)O)(F)F.O1CC(C1)CN(C1CCNCC1)C1=CC=CC=C1